C(#N)C1(CCNCC1)NC(OC(C)(C)C)=O tert-butyl (4-cyanopiperidin-4-yl)carbamate